C(C1=CC=CC=C1)(=O)N[C@@H](CC1=CC=CC=C1)C(=O)[NH-] N-benzoylphenylalanyl-amide